COC1=C(C=CC(=N1)N1CCN(CC1)C(=O)OC(C)(C)C)NC=1N=CC2=C(N1)N1C(C(=C2)C2=NC=CC=C2)=NCC1 tert-butyl 4-(6-methoxy-5-((6-(pyridin-2-yl)-8,9-dihydroimidazo[1',2':1,6]pyrido[2,3-d]pyrimidin-2-yl)amino)pyridin-2-yl)piperazine-1-carboxylate